N1(C=NC=C1)C1=C(C=C(C2=C1CCO2)C2=CC=C(C=C2)OC(F)(F)F)CNS(=O)C(C)(C)C N-((4-(1H-imidazol-1-yl)-7-(4-(trifluoromethoxy)phenyl)-2,3-dihydrobenzofuran-5-yl)methyl)-2-methylpropan-2-sulfinamide